5-[Bis(methylthio)methylene]-2,2-dimethyl-1,3-dioxane-4,6-dione CSC(=C1C(OC(OC1=O)(C)C)=O)SC